N-(4-(4-Aminopiperidin-1-yl)-2-methoxyphenyl)-5-chloro-4-(1H-indol-3-yl)pyrimidin-2-amine NC1CCN(CC1)C1=CC(=C(C=C1)NC1=NC=C(C(=N1)C1=CNC2=CC=CC=C12)Cl)OC